N-[7-(3,6-dihydro-2H-pyran-4-yl)-4-methoxy-[1,3]thiazolo[4,5-c]pyridin-2-yl]-4-(1H-1,2,3-triazol-1-yl)benzamide O1CCC(=CC1)C=1C2=C(C(=NC1)OC)N=C(S2)NC(C2=CC=C(C=C2)N2N=NC=C2)=O